N1=C(N=CC2=C1C=CN=C2)N pyrido[4,3-d]pyrimidineamine